FC=1C=C(C(=O)O)C=CC1C1=NC2=CC3=C(C=C2C(=C1C1CCOCC1)C1=CC=C(C=C1)F)C=NN3 3-fluoro-4-[5-(4-fluorophenyl)-6-tetrahydropyran-4-yl-1H-pyrazolo[4,3-g]quinolin-7-yl]benzoic acid